COC([C@@H](CC=1C=C(C=C(C1)CP(=O)(OCC)OCC)C1=CC=C(C=C1)Cl)N)=O |r| (+/-)-α-amino-3-(4'-chloro-5-(diethoxyphosphinyl)methyl-[1,1'-biphenyl]-3-yl)propanoic acid methyl ester